3-(4-(8-Chloro-7-((2-methyl-1H-benzo[d]imidazol-6-yl)oxy)quinoxalin-2-yl)-1H-pyrazol-1-yl)-N,N-dimethylazetidine-1-carboxamide ClC=1C(=CC=C2N=CC(=NC12)C=1C=NN(C1)C1CN(C1)C(=O)N(C)C)OC=1C=CC2=C(NC(=N2)C)C1